(2S)-2-(tert-butoxycarbonylamino)-4,4-dimethylpentanoic acid C(C)(C)(C)OC(=O)N[C@H](C(=O)O)CC(C)(C)C